CC1(CCCC1)COC1=NC(=NC=C1C#N)NC1CCNCC1 4-((1-methylcyclopentyl)methoxy)-2-(piperidin-4-ylamino)pyrimidine-5-carbonitrile